2,4-DIAMINO-5-METHYLPHENOXYETHANOL HCl CC1=CC(=C(C=C1N)N)OCCO.Cl.Cl